C(C(=C)C)(=O)O.C(C(=C)C)(=O)O.C(C(=C)C)(=O)O.C(C(=C)C)(=O)O.CC(CCC1=CC=CC=C1)(C)C.CC(CCC1=CC=CC=C1)(C)C ditrimethylphenyl-propane tetramethacrylate